C1(CCCC1)N1CCC(CC1)OC1=CC=C(C=C1)N1C(=NC2=CC=C(C=C2C1=O)S(F)(F)(F)(F)F)C 3-(4-((1-cyclopentylpiperidin-4-yl)oxy)phenyl)-2-methyl-6-(pentafluorosulfanyl)quinazolin-4(3H)-one